4-(5-((2-chloro-6-fluorophenyl)amino)-6-fluoro-1H-indazol-1-yl)-N-methylthiophene-2-carboxamide ClC1=C(C(=CC=C1)F)NC=1C=C2C=NN(C2=CC1F)C=1C=C(SC1)C(=O)NC